OB1OCC2=C1C(=C(C=C2)C(=O)N[C@@H](C(C)C)C(=O)OC2CCC2)C cyclobutyl (1-hydroxy-7-methyl-1,3-dihydrobenzo[c][1,2]oxaborole-6-carbonyl)-L-valinate